C(CC)OC(C(CC(=O)OCCC)=CC1=CC=C(C=C1)OCCCC)=O 4-butoxybenzylidenesuccinic acid dipropyl ester